2-ethyl-2-[[3-(2-methylaziridin-1-yl)propionyl]methyl]propane-1,3-diyl bis(2-methylaziridine-1-propionate) CC1N(C1)CCC(=O)OCC(COC(CCN1C(C1)C)=O)(CC(CCN1C(C1)C)=O)CC